N1(CCOCC1)[C@H](C)C1=CC=C(C=C1)C=1C=C(C=2N=CN=C(C2N1)N[C@@H]1CNCCC1)C(=O)N 6-{4-[(1R)-1-(morpholin-4-yl)ethyl]phenyl}-4-{[(3S)-piperidin-3-yl]amino}pyrido[3,2-d]pyrimidine-8-carboxamide